CN1CCN(CC1)C1=CC(=NC(=N1)C)NC=1SC(=CN1)C(=O)O 2-((6-(4-methylpiperazin-1-yl)-2-methylpyrimidin-4-yl)amino)thiazole-5-carboxylic acid